6-chloro-7-fluoro-1-methyl-3-(1H-pyrazol-4-yl)-2-(3-(trifluoromethyl)-1H-1,2,4-triazol-5-yl)-1H-indole-5-carbonitrile ClC1=C(C=C2C(=C(N(C2=C1F)C)C1=NC(=NN1)C(F)(F)F)C=1C=NNC1)C#N